C(C)(=O)O[C@H](CCCC)C1=C(C(=O)Cl)C=CC=C1 R-2-(1-acetoxyn-pentyl)benzoyl chloride